N-[(1R,3R)-8-[6-chloro-5-(4-chloro-2-methyl-2H-indazole-5-carbonyl)-3-methylpyrazin-2-yl]-3-(trifluoromethyl)-8-azaspiro[4.5]Decan-1-yl]Carbamic acid tert-butyl ester C(C)(C)(C)OC(N[C@@H]1C[C@@H](CC12CCN(CC2)C2=NC(=C(N=C2C)C(=O)C2=C(C1=CN(N=C1C=C2)C)Cl)Cl)C(F)(F)F)=O